CS(=O)(=O)NC=1C=C(C=CC1)NC(=O)C1=CC(=CS1)C1=CC=C(C=N1)N1CCN(CC1)C(=O)OC(C)(C)C tert-butyl 4-(6-{5-[(3-methanesulfonamido phenyl)carbamoyl]thiophen-3-yl}pyridin-3-yl)piperazine-1-carboxylate